F[C@H]1C[C@H](N2N=C(N=C21)[C@H](CC)F)C2=CC=CC=C2 (5S,7S)-7-fluoro-2-((S)-1-fluoropropyl)-5-phenyl-6,7-dihydro-5H-pyrrolo[1,2-b][1,2,4]triazole